NCC#CC1=CC(=C(OCCCC2=C(N=C(S2)N(CCCCO)C=2N=NC(=C(C2)C)NC=2SC3=C(N2)C=CC=C3)C(=O)O)C=C1)F 5-[3-[4-(3-aminoprop-1-ynyl)-2-fluoro-phenoxy]propyl]-2-[[6-(1,3-benzothiazol-2-ylamino)-5-methyl-pyridazin-3-yl]-(4-hydroxybutyl)amino]thiazole-4-carboxylic acid